FC=1C(=CC(=C(C1)N1C(C=CC2=CC(=CC=C12)S(=O)(=O)N(CC1=CC=C(C=C1)OC)C1=NOC=C1)=O)OC)[C@@H]1C[C@H](C1)OC(F)(F)F trans-(P)-1-(5-fluoro-2-methoxy-4-(3-(trifluoromethoxy)cyclobutyl)phenyl)-N-(isoxazol-3-yl)-N-(4-methoxybenzyl)-2-oxo-1,2-dihydroquinoline-6-sulfonamide